6-amino-3-(3,4-difluorobenzyl)isobenzofuran-1(3H)-one NC1=CC=C2C(OC(C2=C1)=O)CC1=CC(=C(C=C1)F)F